FC1=CC=C(C=C1)C1=C(C=CC=C1)NCCSC1=NN=C(S1)N 5-{[2-({4'-fluoro-[1,1'-biphenyl]-2-yl}amino)ethyl]sulfanyl}-1,3,4-thiadiazol-2-amine